C(N)(OC1=NC=C(N=C1C1=CC(=NO1)C1=CC=C(C=C1)NC(=N)NCC)C1=CC=C(C=C1)S(=O)(=O)C(C)C)=O 3-(3-(4-(3-ethylguanidino)phenyl)isoxazol-5-yl)(5-(4-(isopropylsulfonyl)phenyl)-pyrazin-2-yl) carbamate